3-(5-bromo-1-oxo-6-(trifluoromethyl)isoindolin-2-yl)piperidine-2,6-dione BrC=1C=C2CN(C(C2=CC1C(F)(F)F)=O)C1C(NC(CC1)=O)=O